2-Methyl-N-((S)-1-(4-(methylsulfonyl)phenyl)ethyl)-2-((R)-3-(3-(trifluoromethyl)phenoxy)pyrrolidin-1-yl)propanamide, hydrochloride Cl.CC(C(=O)N[C@@H](C)C1=CC=C(C=C1)S(=O)(=O)C)(C)N1C[C@@H](CC1)OC1=CC(=CC=C1)C(F)(F)F